ClC1=C(C=CC(=C1)Cl)[C@@H](C)NC=1C(N(N=C(C1)N1CC(C1)[C@@H]1CN(CCC1)CCO)C)=O 4-(((R)-1-(2,4-dichlorophenyl)ethyl)amino)-6-(3-((R)-1-(2-hydroxyethyl)piperidin-3-yl)azetidin-1-yl)-2-methylpyridazin-3(2H)-one